[13CH2]([13CH3])N(C(C1=C(C=CC(=C1)F)OC1=C(N=CN=N1)N1CC2(CN(C2)[C@@H](C(C)C)CCCN(C)CCOC)CC1)=O)[13CH]([13CH3])[13CH3] (R)-N-(ethyl-13C2)-5-fluoro-2-((5-(2-(6-((2-methoxyethyl)(methyl)amino)-2-methylhexan-3-yl)-2,6-diazaspiro[3.4]octan-6-yl)-1,2,4-triazin-6-yl)oxy)-N-(propan-2-yl-13C3)benzamide